FC1=C(C=CC(=C1)F)C1=CC(=NO1)C(=O)N1CC2=C([C@H](C1)C=1C=NN(C1C)C)SC=C2 [5-(2,4-difluorophenyl)isoxazol-3-yl]-[(7S)-7-(1,5-dimethylpyrazol-4-yl)-6,7-dihydro-4H-thieno[3,2-c]pyridin-5-yl]methanone